C(C)(C)(C)OC(=O)N(C(OC(C)(C)C)=O)C1(CC1)C#C tert-butyl N-(tert-butoxycarbonyl)-N-(1-ethynylcyclopropyl)carbamate